ClC=1C(=C(CN2CCC(CC2)(C(=O)O)CC2=NC(=C(C=C2C)C)NC2=NNC(=C2)C)C=CC1)F 1-(3-chloro-2-fluorobenzyl)-4-((3,5-dimethyl-6-((5-methyl-1H-pyrazol-3-yl)amino)pyridin-2-yl)-methyl)piperidine-4-carboxylic acid